OC(C)(C)C1=CC(=NC(=C1)C(F)(F)F)O[C@H]1CC[C@H](CC1)N1CC(C1)(N1N=CC(=C1)C=1C2=C(N=CN1)NC=C2)CC#N {1-(cis-4-{[4-(1-hydroxy-1-methyl-ethyl)-6-(trifluoro-methyl)pyridin-2-yl]oxy}cyclohexyl)-3-[4-(7H-pyrrolo-[2,3-d]pyrimidin-4-yl)-1H-pyrazol-1-yl]azetidin-3-yl}-acetonitrile